3-vinylphenylallylidene-6-((5-isopropyl-1-(3-morpholinyl)propylimidazol-4-yl)methylene)piperazine-2,5-dione C(=C)C=1C=C(C=CC1)C=CC=C1C(NC(C(N1)=O)=CC=1N=C(NC1C(C)C)C(CC)C1NCCOC1)=O